1-iodo-pseudouridine triphosphate P(O)(=O)(OP(=O)(O)OP(=O)(O)O)OC[C@@H]1[C@H]([C@H]([C@@H](O1)C1=CN(C(=O)NC1=O)I)O)O